FC=1C=C2C=NN(C2=CC1C=1C=2C=NN(C2C=CC1)CC(=O)NCC(=O)NCC(=O)OC)C(=O)C1CCN(CC1)C(CCC(=O)O)=O 4-(4-(5'-fluoro-1-(2-((2-((2-methoxy-2-oxoethyl)amino)-2-oxoethyl)amino)-2-oxoethyl)-1H,1'H-[4,6'-biindazole]-1'-carbonyl)piperidin-1-yl)-4-oxobutanoic acid